1-isopropyl-3,4-dinitro-1H-pyrazole C(C)(C)N1N=C(C(=C1)[N+](=O)[O-])[N+](=O)[O-]